BrC=1C=C(C=2N(C1)N=CC2C#N)C2=CC(=C(C=C2)NC(OC(C)(C)C)=O)O tert-Butyl (4-(6-bromo-3-cyanopyrazolo[1,5-a]pyridin-4-yl)-2-hydroxyphenyl)carbamate